ClC=1C(=NC(=NC1)NC1CCOCC1)C1=CC=C2CN(C(C2=C1)=O)[C@@H](C(=O)N[C@H](CO)C1=CC(=NC=C1F)OC)C (2R)-2-(6-{5-chloro-2-[(oxacyclohex-4-yl)amino]pyrimidin-4-yl}-1-oxo-2,3-dihydro-1H-isoindol-2-yl)-N-[(1S)-1-(5-fluoro-2-methoxypyridin-4-yl)-2-hydroxyethyl]propionamide